tert-butyl (3-nitro-4-(4,4,5,5-tetramethyl-1,3,2-dioxaborolan-2-yl)benzyl)carbamate [N+](=O)([O-])C=1C=C(CNC(OC(C)(C)C)=O)C=CC1B1OC(C(O1)(C)C)(C)C